BrC=1C(=C2C(=CN(C2=CC1)C)C=O)OC 5-Bromo-4-methoxy-1-methyl-1H-indole-3-carbaldehyde